BrC=1C=[N+](C2=CC(=C(C=C2C1)F)I)[O-] 3-Bromo-6-fluoro-7-iodoquinoline 1-oxide